(3R)-N-[2,4-difluoro-3-[5-[4-(2-oxoethyl)phenyl]-1H-pyrrolo[2,3-b]pyridine-3-carbonyl]phenyl]-3-fluoro-pyrrolidine-1-sulfonamide FC1=C(C=CC(=C1C(=O)C1=CNC2=NC=C(C=C21)C2=CC=C(C=C2)CC=O)F)NS(=O)(=O)N2C[C@@H](CC2)F